OC(CCCCCCC(=O)OCC(CCCCCCCC)CCCCCCCC)CCCCCCC 2-Octyldecyl 8-Hydroxypentadecanoate